FC1(CCN(CC1)C(=O)C=1C=CC(=NC1)C=1C=C(C2=C(C=C(O2)CNC(OC(C)(C)C)=O)C1)C(F)(F)F)F tert-Butyl (5-(5-(4,4-difluoropiperidine-1-carbonyl)pyridin-2-yl)-7-(trifluoromethyl)benzofuran-2-yl)methylcarbamate